COC1=CC(=NC=C1OC=1C=NC(=CC1)OC)C(=O)N1CCC(CC1)C1=CC=C(N=N1)N 6-(1-{4-Methoxy-5-[(6-methoxypyridin-3-yl)oxy]pyridine-2-carbonyl}piperidin-4-yl)pyridazin-3-amine